5-(6-chloropyridin-2-yl)furan-2-carbaldehyde oxime ClC1=CC=CC(=N1)C1=CC=C(O1)C=NO